CC1=C(C=CC(=C1)N[C@@H](CC)C1=CC=CC=C1)S(=O)(=O)N methyl-4-[[(1S)-1-phenylpropyl]amino]benzenesulfonamide